2-(2,6-dioxaanisole-3-yl)-5-fluoroisoindoline-1,3-dione C1(OC(C=CO1)N1C(C2=CC=C(C=C2C1=O)F)=O)OC